C(N)(OCC1=CC=C(C=C1)N=NC1=CC=CC=C1)=O p-(phenyl azo)benzyl carbamate